ethyl 2-chloro-5-methyl-oxazole-4-carboxylate ClC=1OC(=C(N1)C(=O)OCC)C